OC=1C=C(C=NC1)C=1C=CSC1 4-(5-Hydroxypyridin-3-yl)thiophene